(4-fluorophenyl)(2-hydroxyphenyl(methyl)piperazin-1-yl)-2-oxo-1,2-dihydro-1,5-naphthyridine-3-carbonitrile FC1=CC=C(C=C1)C1=C(C(N(C2=CC=CN=C12)N1C(CNCC1)(C)C1=C(C=CC=C1)O)=O)C#N